(R)-3-Cyclohexene-1-carboxylic acid [C@@H]1(CC=CCC1)C(=O)O